2-(2H-pyrazolo[3,4-c]pyridin-2-yl)benzonitrile N=1N(C=C2C1C=NC=C2)C2=C(C#N)C=CC=C2